3-(4-Bromophenyl)benzothiophene BrC1=CC=C(C=C1)C1=CSC2=C1C=CC=C2